4-(Ortho-nitrophenyl)dihydropyridin [N+](=O)([O-])C1=C(C=CC=C1)C1=CCNC=C1